2-(5-(5-(2-methoxyphenyl)-1,2,4-oxadiazol-3-yl)-1H-benzo[d][1,2,3]triazol-1-yl)-2-methylpropan-1-ol COC1=C(C=CC=C1)C1=NC(=NO1)C1=CC2=C(N(N=N2)C(CO)(C)C)C=C1